1-benzyl-N5-cyclopropyl-N3-methyl-2-oxo-1,2-dihydropyridine-3,5-dicarboxamide C(C1=CC=CC=C1)N1C(C(=CC(=C1)C(=O)NC1CC1)C(=O)NC)=O